2-Aminobutyric acid ethyl ester hydrochloride Cl.C(C)OC(C(CC)N)=O